8-morpholino-N-(piperidine-3-yl)imidazo[1,2-b]pyridazine-6-amine O1CCN(CC1)C=1C=2N(N=C(C1)NC1CNCCC1)C=CN2